CN(C/C=C/C(=O)NC1=CC=C(C=C1)C1CCN(CC1)C(=O)N(C=1N=CC=C2C1N(C=C2)C)[C@@H]2CN(CCC2)C(=O)OC(C)(C)C)C tert-butyl (S,E)-3-(4-(4-(4-(dimethylamino)but-2-enamido)phenyl)-N-(1-methyl-1H-pyrrolo[2,3-c]pyridin-7-yl)piperidine-1-carboxamido)piperidine-1-carboxylate